tri-tert-butyl-2,2',2''-(1,4,7,10-tetraazacyclododecane-1,4,7-triyl)triacetic acid C(C)(C)(C)C(C(=O)O)N1CCN(CCNCCN(CC1)C(C(=O)O)(C(C)(C)C)C(C)(C)C)CC(=O)O